C(CCCCCCCCCCC)OC1=C(C=C(C=C1F)S(=O)(=O)C=1C=NC2=CC=C(C=C2C1N1CCC(CC1)N1CCC(CC1)N1CCN(CC1)C)S(=O)C)F 3-((4-(dodecyloxy)-3,5-difluorophenyl)sulfonyl)-4-(4-(4-methylpiperazin-1-yl)-[1,4'-bipiperidin]-1'-yl)-6-(methylsulfinyl)quinoline